CC1=NOC(=N1)CN1N=CC(=C1)C(=O)N 1-[(3-methyl-1,2,4-oxadiazol-5-yl)methyl]-1H-pyrazole-4-carboxamide